N1(CCCCC1)CCN1[C@@H](CCC1)C=1C=NC=CC1 (S)-3-(1-(2-(piperidin-1-yl)ethyl)pyrrolidin-2-yl)pyridine